5-chloro-N-((1r,4r)-4-((2-oxo-3-(pyridin-4-ylmethyl)-2,3-dihydro-1H-benzo[d]imidazol-1-yl)methyl)cyclohexyl)-2-(trifluoromethyl)benzamide ClC=1C=CC(=C(C(=O)NC2CCC(CC2)CN2C(N(C3=C2C=CC=C3)CC3=CC=NC=C3)=O)C1)C(F)(F)F